3-((3-(Acryloyloxy)-2,2-dimethylpropanoyl) oxy)-2,2-dimethylpropyl acrylate C(C=C)(=O)OCC(COC(C(COC(C=C)=O)(C)C)=O)(C)C